isopropyl (R)-2-((5-amino-4-(3-(dimethylamino)pyrrolidin-1-yl)-2-methoxyphenyl)amino)-4-(5,6-difluoro-3,3-dimethylindolin-1-yl)pyrimidine-5-carboxylate NC=1C(=CC(=C(C1)NC1=NC=C(C(=N1)N1CC(C2=CC(=C(C=C12)F)F)(C)C)C(=O)OC(C)C)OC)N1C[C@@H](CC1)N(C)C